C(C1=CC=CC=C1)N1N=C(N=C1)Br 1-benzyl-3-bromo-1H-1,2,4-triazole